OC(CCCCCCCCCC(=O)O)CCCCCCCC 11-hydroxynonadecanoic acid